[O-]S(=O)(=O)C(F)(F)F.C(CCCCC)N1C=[N+](C=C1)C 1-hexyl-3-methylimidazolium (triflate)